1,2,3,4,5-O-pentanonenyl-xylitol C(=CCCCCCCC)C([C@](O)([C@@](O)([C@](O)(COC=CCCCCCCC)C=CCCCCCCC)C=CCCCCCCC)C=CCCCCCCC)O